C1(CC1)NC(=O)[C@H]1N(CCC1)C=1N=C(C2=C(N1)C=CO2)NC=2N=CN(C2)C2=CC(=C(C(=C2)OC)OC)OC (S)-N-cyclopropyl-1-(4-((1-(3,4,5-trimethoxyphenyl)-1H-imidazol-4-yl)amino)furo[3,2-D]pyrimidin-2-yl)pyrrolidine-2-carboxamide